F[C@H]1CN(CC[C@H]1N1N=NC(=C1C)[Si](C)(C)C)C(=O)OC(C)(C)C tert-Butyl (3S,4R)-3-fluoro-4-(5-methyl-4-trimethylsilyl-triazol-1-yl)piperidine-1-carboxylate